4-(3-isopropyl-5-(pyridin-3-yl)-1H-indol-2-yl)-1H-pyrazolo[3,4-b]pyridine C(C)(C)C1=C(NC2=CC=C(C=C12)C=1C=NC=CC1)C1=C2C(=NC=C1)NN=C2